(4-ethylpyrrolidin-3-yl)-amino-1-(benzenesulfonyl)-1H-pyrrolo[2,3-b]pyridine-5-carbonitrile C(C)C1C(CNC1)C1=C(N(C2=NC=C(C=C21)C#N)S(=O)(=O)C2=CC=CC=C2)N